C(C)(C)(C)C1=CC(=C(C(=C1)C)S(F)(F)F)C 4-tertiary butyl-2,6-dimethyl-phenyl-sulfur trifluoride